OCC1CCC(CC1)N1N=C2C=C(C(=CC2=C1)NC(=O)C1=NC(=CC=C1)OC(F)(F)F)C(C)(C)O N-[2-[4-(hydroxymethyl)cyclohexyl]-6-(1-hydroxy-1-methyl-ethyl)indazol-5-yl]-6-(trifluoromethoxy)pyridine-2-carboxamide